(S)-2-((((4-((3-chloro-4-fluorophenyl)carbamoyl)-7-fluoro-2,3-dihydro-1H-inden-1-yl)carbamoyl)oxy)methyl)pyridine 1-oxide ClC=1C=C(C=CC1F)NC(=O)C1=C2CC[C@@H](C2=C(C=C1)F)NC(=O)OCC1=[N+](C=CC=C1)[O-]